O1C(CC1)CN1C=NC2=C1C=C(C=C2)C(=O)O 1-(oxetan-2-ylmethyl)-1H-benzo[d]imidazol-6-Formic acid